2-(2-cyanoacetamido)ethyl-methacrylamide C(#N)CC(=O)NCCC=C(C(=O)N)C